2-(p-phenylphenyl)quinoline copper (II) [Cu+2].C1(=CC=CC=C1)C1=CC=C(C=C1)C1=NC2=CC=CC=C2C=C1